3-(bis(glycidoxymethyl)-methoxy)-1,2-propanediol C(C1CO1)OCC(OCC(CO)O)COCC1CO1